methyl-((2-bromo-4-(trifluoromethyl) phenoxy) methyl) benzoate C(C1=CC=CC=C1)(=O)OC(OC1=C(C=C(C=C1)C(F)(F)F)Br)C